7-(benzyloxy)-N-[4-(4-methylpiperazin-1-yl)phenyl]-5-[2-(triisopropylsilyl)ethynyl]pyrido[2,3-d]pyrimidin-2-amine C(C1=CC=CC=C1)OC=1C=C(C2=C(N=C(N=C2)NC2=CC=C(C=C2)N2CCN(CC2)C)N1)C#C[Si](C(C)C)(C(C)C)C(C)C